C(=CCCCCCCCCCCCCCCCCCCCC)C1C(=O)OC(C1)=O docosenyl-succinic anhydride